FC1(CCC2=C1N=C(N=C2C=2C=CC(=NC2)OCC(=O)N2CCN(CC2)C(=O)OC(C)(C)C)N2[C@H](CC2)C)F tert-butyl (S)-4-(2-((5-(7,7-difluoro-2-(2-methylazetidin-1-yl)-6,7-dihydro-5H-cyclopenta[d]pyrimidin-4-yl)pyridin-2-yl)oxy)acetyl)piperazin-1-carboxylate